S1C(=CC=C1)C1=C2C(=C(N=N1)C=1SC=CC1)N=CC=N2 5,8-bis(2-thienyl)pyrazino[2,3-D]Pyridazine